COC1=C(C=C(C=C1)C1=C(C=CC=C1)C1=NN=CN1C)N1C(C2=CC=CC(=C2C1)C(F)(F)F)=O 2-(4-methoxy-2'-(4-methyl-4H-1,2,4-triazol-3-yl)-[1,1'-biphenyl]-3-yl)-4-(trifluoromethyl)isoindolin-1-one